C(C)NC(C)(C)C1=CC(=CC=C1)C=1C=CC=2N(C1)C=CN2 N-ethyl-2-(3-(imidazo[1,2-a]pyridin-6-yl)phenyl)propan-2-amine